Bis(2-methyl-2-propanyl)-2-methylenesuccinate CC(C)(C)OC(C(CC(=O)OC(C)(C)C)=C)=O